6,8-Dichloro-3-{[4-(4-morpholinyl)-1-piperidinyl]methyl}-N-(1-phenylcyclopropyl)-2-[3-(trifluoromethyl)phenyl]-4-quinolinecarboxamide ClC=1C=C2C(=C(C(=NC2=C(C1)Cl)C1=CC(=CC=C1)C(F)(F)F)CN1CCC(CC1)N1CCOCC1)C(=O)NC1(CC1)C1=CC=CC=C1